C(C(C)(C)C)(=O)PC1=CC=CC=C1 pivaloylphenylphosphine